N-(2-hydroxyethoxy)-3-methylbenzimidazole-5-carboxamide OCCONC(=O)C1=CC2=C(N=CN2C)C=C1